NCCCCCCCNC(=O)C=1OC(=CC1)C#CCN N-(7-aminoheptyl)-5-(3-aminoprop-1-yn-1-yl)furan-2-carboxamide